O.C(CCCC(=O)O)(=O)O.N[C@H](C1CCN(CC1)C([C@@H](CO)O)=O)C1=C(C=C(C(=C1)Cl)C)O.N[C@@H](C1=C(C=C(C(=C1)Cl)C)O)C1CCN(CC1)C([C@@H](CO)O)=O ((2R)-1-[4-[(R)-amino(5-chloro-2-hydroxy-4-methylphenyl)methyl]piperidin-1-yl]-2,3-dihydroxypropan-1-one) hemiglutarate hemi-hydrate